tert-Butyl 4-(5-(4-hydroxyphenyl)pyridin-3-yl)piperidine-1-carboxylate OC1=CC=C(C=C1)C=1C=C(C=NC1)C1CCN(CC1)C(=O)OC(C)(C)C